N-benzyl-2-chloropyridin-3-amine C(C1=CC=CC=C1)NC=1C(=NC=CC1)Cl